(7R)-3-cyclopropyl-7-[2-(cyclopropylmethylamino)imidazol-1-yl]-N-(2-fluoro-2-methylpropyl)-8,9-dihydro-7H-cyclopenta[H]isoquinoline-5-sulfonamide C1(CC1)C=1N=CC=2C3=C(C=C(C2C1)S(=O)(=O)NCC(C)(C)F)[C@@H](CC3)N3C(=NC=C3)NCC3CC3